3-iodoaniline IC=1C=C(N)C=CC1